2-cyclopropoxy-N-(4-(difluoromethoxy)phenyl)-5-nitropyrimidin-4-amine C1(CC1)OC1=NC=C(C(=N1)NC1=CC=C(C=C1)OC(F)F)[N+](=O)[O-]